C1(CCCC1)N1C(CN(C=2C=NC(=NC12)NC1=C(C=C(C(=O)O)C=C1)OC)C)CC 4-[(8-cyclopentyl-7-ethyl-5-methyl-6,7-dihydropteridin-2-yl)amino]-3-methoxy-benzoic acid